(S,E)-Methyl-7-(1-(2-(2-adamantyl(methyl)amino)-2-oxoethyl)-2-oxo-1,2-dihydropyridin-3-ylamino)-6-(3-methylbenzofuran-2-carboxamido)-7-oxohept-2-enoat COC(\C=C\CC[C@@H](C(=O)NC=1C(N(C=CC1)CC(=O)N(C)C1C2CC3CC(CC1C3)C2)=O)NC(=O)C=2OC3=C(C2C)C=CC=C3)=O